5-chloro-2-methyl-1H-pyrrolo[3,2-b]Pyridine-1-carboxylic acid tert-butyl ester C(C)(C)(C)OC(=O)N1C(=CC2=NC(=CC=C21)Cl)C